1-(3,5-dimethylphenyl)-5-oxo-N-(pyridin-2-ylmethyl)pyrrolidine-3-carboxamide CC=1C=C(C=C(C1)C)N1CC(CC1=O)C(=O)NCC1=NC=CC=C1